Azetidinyl-amine N1(CCC1)N